[O-]S(=O)(=O)C(F)(F)F.C(CCCCC)[NH+]1C(CCC1)CC 1-Hexyl-2-ethylpyrrolidinium triflat